1'-(tert-butyl) 7-methyl-6-methoxyspiro[chroman-2,4'-piperidine]-1',7-dicarboxylate CC1(C(C=C2CCC3(CCN(CC3)C(=O)OC(C)(C)C)OC2=C1)OC)C(=O)[O-]